C(CCC)[N+](CCCC)(CCCC)CCCC.CC1=CC=C(C=C1)S(=O)(=O)[O-] p-toluenesulfonic acid tetrabutylammonium salt